ClC1=C(C=CC=C1Cl)N1CCN(CC1)CC[C@@H]1CC[C@H](CC1)N1C(CCCC1)=O 1-(trans-4-(2-(4-(2,3-Dichlorophenyl)piperazin-1-yl)ethyl)cyclohexyl)piperidin-2-one